O=CCCCNC([O-])=O 4-Oxobutylcarbamate